2-(4-chloro-3-fluoro-phenoxy)-N-[3-[5-[2-trans-methylcyclopropyl]-1,3,4-oxadiazol-2-yl]-1-bicyclo[1.1.1]pentanyl]acetamide ClC1=C(C=C(OCC(=O)NC23CC(C2)(C3)C=3OC(=NN3)C3(CC3)C)C=C1)F